4-nitrophenyl (6-chloro-5-methylpyridin-2-yl)carbamate ClC1=C(C=CC(=N1)NC(OC1=CC=C(C=C1)[N+](=O)[O-])=O)C